((1S,4S)-5-(2-aminooxazolo[4,5-c]pyridin-7-yl)-2-oxa-5-azabicyclo[2.2.1]heptan-1-yl)((S)-8-chloro-1-methyl-6-(trifluoromethyl)-3,4-dihydroisoquinolin-2(1H)-yl)methanone NC=1OC2=C(C=NC=C2N2[C@@H]3CO[C@](C2)(C3)C(=O)N3[C@H](C2=C(C=C(C=C2CC3)C(F)(F)F)Cl)C)N1